N-{(1S)-1-[5-(7-Methoxy-2-methylchinolin-6-yl)-1H-imidazol-2-yl]-7-oxononyl}-6-oxaspiro[2.5]octan-1-carboxamid COC1=C(C=C2C=CC(=NC2=C1)C)C1=CN=C(N1)[C@H](CCCCCC(CC)=O)NC(=O)C1CC12CCOCC2